tert-butyl 3-(5-bromopyridin-2-yl)-3,6-diazabicyclo[3.1.1]heptan-6-carboxylate BrC=1C=CC(=NC1)N1CC2N(C(C1)C2)C(=O)OC(C)(C)C